(6-(Phenylmethylthio)-3-chloropyridin-2-yl)(pyrrolidin-1-yl)methanone C1(=CC=CC=C1)CSC1=CC=C(C(=N1)C(=O)N1CCCC1)Cl